Methyl (R)-4-(N-(4-cyclohexylbenzyl)-1-((perfluorophenyl)sulfonyl) azetidine-2-carboxamido)-3-fluorobenzoate C1(CCCCC1)C1=CC=C(CN(C(=O)[C@@H]2N(CC2)S(=O)(=O)C2=C(C(=C(C(=C2F)F)F)F)F)C2=C(C=C(C(=O)OC)C=C2)F)C=C1